(2R,3s,4s,5R)-3-(3,4-difluoro-2-methoxyphenyl)-N-(2-((R)-2,4-dimethyl-6-oxopiperazin-1-yl)pyridin-4-yl)-4,5-dimethyl-5-(trifluoromethyl)tetrahydrofuran-2-carboxamide FC=1C(=C(C=CC1F)[C@H]1[C@@H](O[C@]([C@H]1C)(C(F)(F)F)C)C(=O)NC1=CC(=NC=C1)N1[C@@H](CN(CC1=O)C)C)OC